C(C)C1=CC(=C(CC(N)C)C=C1SC)OC 4-ethyl-2-methoxy-5-methylthio-amphetamine